FC(C1=CC=C(C=C1)NC(C1=C(C=CC(=C1)Cl)NC(C)=O)=O)(F)F N-(4-trifluoromethylphenyl)-5-chloro-2-acetamidobenzamide